ClC=1C=CC=2N=CN=C(C2N1)N1CC2(C3=CC(=CC=C13)F)CCCCC2 (6-chloropyrido[3,2-d]pyrimidin-4-yl)-5'-fluorospiro[cyclohexane-1,3'-indoline]